2-amino-3-methyl-N-((2R)-3-methyl-2-butanyl)-N-((5-(trifluoromethyl)-2-pyridinyl)methyl)-6-quinolinecarboxamide NC1=NC2=CC=C(C=C2C=C1C)C(=O)N(CC1=NC=C(C=C1)C(F)(F)F)[C@H](C)C(C)C